5-aminopyridine-3-carboxamide NC=1C=C(C=NC1)C(=O)N